tert-butyl (4-(2-chlorophenyl)thiazol-2-yl)carbamate ClC1=C(C=CC=C1)C=1N=C(SC1)NC(OC(C)(C)C)=O